COC=1C(=NC=CC1C1=NN(C=N1)C)N 3-methoxy-4-(1-methyl-1H-1,2,4-triazol-3-yl)pyridin-2-amine